C(C1=CC=CC=C1)N1N=C(C=C1C)C(CN1C(C=CC(=C1)C#C)=O)=O 1-(2-(1-benzyl-5-methyl-1H-pyrazol-3-yl)-2-oxoethyl)-5-ethynylpyridin-2(1H)-one